[Cl-].C(CCCCC)N1CN(C=C1)C 1-hexyl-3-methylimidazole chloride salt